[N+](=O)(OCC1CN(C1)CC1CN(C1)S(=O)(=O)C1=CC(=C(C=C1)OCC)C=1NC(C2=C(N1)C(=NN2C)CCC)=O)[O-] (1-((1-((4-ethoxy-3-(1-methyl-7-oxo-3-propyl-6,7-dihydro-1H-pyrazolo[4,3-d]pyrimidin-5-yl)phenyl) sulfonyl)azetidin-3-yl)methyl)azetidin-3-yl)methyl nitrate